1-(5-(4-(5-fluorophenyl)-1,4-diazepan-1-yl)pentyl)-1H-benzo[d]imidazol FC=1C=CC=C(C1)N1CCN(CCC1)CCCCCN1C=NC2=C1C=CC=C2